(S)-2-(4-(2-(2,6-dimethylpyridin-4-yl)-3-isopropyl-1H-indol-5-yl)piperidin-1-yl)-1-(2-(methoxymethyl)pyrrolidin-1-yl)ethan-1-one CC1=NC(=CC(=C1)C=1NC2=CC=C(C=C2C1C(C)C)C1CCN(CC1)CC(=O)N1[C@@H](CCC1)COC)C